6-amino-3-ethylquinolin-2(1H)-one NC=1C=C2C=C(C(NC2=CC1)=O)CC